OC(CN(CCCNC(CCCCCCCCCCC)=O)CCCOCCCC)CO N-[3-[(2,3-dihydroxypropyl)(3-butyloxypropyl)amino]propyl]lauramide